9H-fluoren-9-ylmethyl (2R,3R)-3-[[(R)-tert-butylsulfinyl]amino]-2-(2,3-dichlorophenyl)pyrrolidine-1-carboxylate C(C)(C)(C)[S@@](=O)N[C@H]1[C@H](N(CC1)C(=O)OCC1C2=CC=CC=C2C=2C=CC=CC12)C1=C(C(=CC=C1)Cl)Cl